OC=1C=CC(=C2C=CC=NC12)S(=O)(=O)N1CCC(CC1)(C1=CC=CC=C1)C(C)=O 1-[1-[(8-hydroxy-5-quinolyl)sulfonyl]-4-phenyl-4-piperidyl]ethanone